(chloromethyl)-4-methoxybenzene ClCC1=CC=C(C=C1)OC